C(C)(=O)NC=1C=C(C(=C(C1)/C=C/C(C(=O)O)C)C)F (E)-4-(5-acetamido-3-fluoro-2-methylphenyl)-2-methyl-3-butenoic acid